N-((2-(2,6-dioxopiperidin-3-yl)-1-oxoisoindolin-5-yl)methyl)-2-oxo-3-(4-(1-(trifluoro-methyl)cyclopropyl)phenyl)propanamide O=C1NC(CCC1N1C(C2=CC=C(C=C2C1)CNC(C(CC1=CC=C(C=C1)C1(CC1)C(F)(F)F)=O)=O)=O)=O